N-(2-(7-fluoro-1H-indol-3-yl)ethyl)-2-hydroxy-4-methylbenzamide FC=1C=CC=C2C(=CNC12)CCNC(C1=C(C=C(C=C1)C)O)=O